(2S,3S)-N-(6-cyano-1-cyclobutyl-1H-benzo[d]imidazol-2-yl)-3-hydroxy-2-methyl-3-phenylbutanamide C(#N)C=1C=CC2=C(N(C(=N2)NC([C@H]([C@@](C)(C2=CC=CC=C2)O)C)=O)C2CCC2)C1